C1=CC=CC=2OC3=C(C21)C=C2C=CC=CC2=C3 benzo(B)naphtho(2,3-D)furan